C(C)C1=CN=CN1 5-ethylimidazole